FC1=C(CN(S(=O)(=O)C=2C(=NC=C(C2)F)OC(F)F)C)C=CC=C1F N-(2,3-difluorobenzyl)-2-(difluoromethoxy)-5-fluoro-N-methylpyridine-3-sulfonamide